ClC=1C=C(C=CC1Cl)C1(CNC1)NS(=O)(=O)C1=CC=C(C=C1)OC(F)(F)F N-(3-(3,4-dichlorophenyl)azetidin-3-yl)-4-(trifluoromethoxy)benzenesulfonamide